F[C@H]1[C@@H]2CC[C@H](C[C@H]1OC1=CC=C(N=N1)C1=C(C=C(C=C1)N1N=CC=C1)O)N2 2-(6-(((1S,2s,3r,5r)-2-fluoro-8-azabicyclo[3.2.1]oct-3-yl)oxy)pyridazin-3-yl)-5-(1H-pyrazol-1-yl)phenol